1-ethyl-1H-pyrrol-3-carbaldehyde C(C)N1C=C(C=C1)C=O